BrC1=CC=C2C(=N1)OCO2 5-bromo-[1,3]dioxolo[4,5-b]pyridine